6-bromo-2-(2-methoxyethyl)-2,3-dihydro-1H-isoindol-1-one BrC1=CC=C2CN(C(C2=C1)=O)CCOC